FC1(CN(C[C@@H](C1)N1S([C@H](CC1)C)(=O)=O)C(=O)OC1=CC=C(C=C1)Cl)F 4-Chlorophenyl (5R)-3,3-difluoro-5-[(5S)-5-methyl-1,1-dioxo-1λ6,2-thiazolidin-2-yl]piperidine-1-carboxylate